C(C)(=O)C1=C(C=C2CC(N3C(C2=C1)=CC(C(=C3)C(=O)O)=O)C(C)C)N3C[C@H](CC3)OC 10-acetyl-6-isopropyl-9-((S)-3-methoxypyrrolidin-1-yl)-2-oxo-6,7-dihydro-2H-pyrido[2,1-a]isoquinoline-3-carboxylic acid